tert-Butyl 5-methoxy-4-((2-(4-(methoxycarbonyl)phenyl)-4-methyl-1,4-diazepan-1-yl)methyl)-7-methyl-1H-indole-1-carboxylate COC=1C(=C2C=CN(C2=C(C1)C)C(=O)OC(C)(C)C)CN1C(CN(CCC1)C)C1=CC=C(C=C1)C(=O)OC